CS(=O)(=O)CC1CN(C1)C=1C=CC(=C2C=C(N=CC12)NC1=NC(=NC=C1)N1C[C@H]2CC[C@@H](C1)C2O)C(C)C |r| Rac-(1R,5S,8S)-3-[4-({8-[3-(methanesulfonyl-methyl)azetidin-1-yl]-5-(propan-2-yl)isoquinolin-3-yl}amino)pyrimidin-2-yl]-3-azabicyclo[3.2.1]octan-8-ol